ClC1=CC=C(C=C1)C1=C(CCC(C1)(C)C)CN1CC2CCC(C1)N2CC=2C=C1CN(C(C1=CC2F)=O)C2C(NC(CC2)=O)=O 3-(5-((3-((4'-chloro-5,5-dimethyl-3,4,5,6-tetrahydro-[1,1'-biphenyl]-2-yl)methyl)-3,8-diazabicyclo[3.2.1]octane-8-yl)methyl)-6-fluoro-1-oxoisoindolin-2-yl)piperidine-2,6-dione